4-(3,5-difluoro-4-hydroxybenzylidene)-1,2-dimethyl-1H-imidazol-5(4H)-one FC=1C=C(C=C2N=C(N(C2=O)C)C)C=C(C1O)F